cyclohexaneene C1=CCCCC1